2-(bromomethyl)-1-fluoro-3-methylbenzene BrCC1=C(C=CC=C1C)F